NC1=NC=C(C=C1O[C@H](C)C=1C=C(C=CC1)NC(C1=CC(=CC(=C1)C)Cl)=O)Cl (R)-N-(3-(1-((2-Amino-5-chloropyridin-3-yl)oxy)ethyl)phenyl)-3-chloro-5-methylbenzamid